2-(ethoxymethyl)phenol C(C)OCC1=C(C=CC=C1)O